N[C@H]1C[C@H](O[C@H]2C[C@@](CC3=C(C=4C(C5=CC=CC(=C5C(C4C(=C23)O)=O)OC)=O)O)(C(CO)=O)O)O[C@H]([C@H]1O)C (1S,3S)-3,5,12-trihydroxy-3-(hydroxyacetyl)-10-methoxy-6,11-dioxo-1,2,3,4,6,11-hexahydrotetracen-1-yl 3-amino-2,3,6-trideoxy-α-L-lyxo-hexopyranoside